(2s,4s)-2-(4-(2,3-dimethylphenyl)piperidine-1-carbonyl)-7-oxa-5-azaspiro[3.4]octan-6-one CC1=C(C=CC=C1C)C1CCN(CC1)C(=O)C1CC2(C1)NC(OC2)=O